C(C(=O)[O-])(=O)[O-].[Ni+2] nickel(II) oxalate